10-fluoro-2-(methylthio)pyrazino[1',2':1,5]pyrrolo[3,2-d]pyrimidine-4,9-diol FC1=C2N(C3=C1N=C(N=C3O)SC)C=CN=C2O